C(CCC)C1(CS(C2=C(N(C1)C1=CC=C(C=C1)OC)C=C(C(=C2)O\C=C/C(=O)OCC)SC)(=O)=O)CCCC ethyl (Z)-3-((3,3-dibutyl-5-(4-methoxyphenyl)-7-(methylthio)-1,1-dioxido-2,3,4,5-tetrahydro-1,5-benzothiazepin-8-yl)oxy)acrylate